rac-4-[3-[4-[3-carbamoyl-4-(2-methoxyethyl)piperazin-1-yl]-2,6-dichlorobenzoyl]-2,4-dihydro-1,3-benzoxazin-8-yl]-5-fluoro-2-morpholin-4-ylbenzoic acid methyl ester COC(C1=C(C=C(C(=C1)F)C1=CC=CC=2CN(COC21)C(C2=C(C=C(C=C2Cl)N2C[C@@H](N(CC2)CCOC)C(N)=O)Cl)=O)N2CCOCC2)=O |r|